FC1=CC=C(CSC2=NC=3C(N(C=CC3)C(C(=O)NC3=CC(=CC=C3)C)CC)=N2)C=C1 2-(2-((4-fluorobenzyl)thio)-4H-imidazo[4,5-b]pyridin-4-yl)-N-(3-methylphenyl)butanamide